(3,4-epoxy-tricyclo(5.2.1.02,6)decan-9-yl) methacrylate C(C(=C)C)(=O)OC1CC2C3CC4C(C3C1C2)O4